tri(2-dimethylaminoethyl)amine copper (II) [Cu+2].CN(CCN(CCN(C)C)CCN(C)C)C